BrC1=C(C=CC(=C1)Cl)S(=O)(=O)N1CCC(CC1)(C(=O)OC)F methyl 1-(2-bromo-4-chloro-phenyl)sulfonyl-4-fluoro-piperidine-4-carboxylate